FC1=C(CNC(=O)C=2C(C(=C3N([C@H]4C(CC[C@@H](N(C3=O)C4)C)=O)C2)O)=O)C=CC(=C1)F (3S,7R)-N-(2,4-difluorobenzyl)-12-hydroxy-3-methyl-1,6,11-trioxo-1,4,5,6,7,11-hexahydro-3H-2,7-methanopyrido[1,2-a][1,4]diazonine-10-carboxamide